C(C1=C(C(=CC(=C1)C(CC(C)(C)C)(C)C)N1N=C2C(=N1)C=CC=C2)O)C2=C(C(=CC(=C2)C(CC(C)(C)C)(C)C)N2N=C1C(=N2)C=CC=C1)O Methylen-bis(6-(2H-benzotriazol-2-yl)-4-(1,1,3,3-tetramethylbutyl)phenol)